(5-(1H-pyrrolo[2,3-b]pyridin-3-yl)pyrazolo[1,5-a]pyridin-3-yl)(5-methylhexahydropyrrolo[3,4-c]pyrrol-2(1H)-yl)methanone N1C=C(C=2C1=NC=CC2)C2=CC=1N(C=C2)N=CC1C(=O)N1CC2CN(CC2C1)C